(S)-N-((6-(2,5-difluorophenyl)-4-((5-(trifluoromethyl)pyridin-3-yl)sulfonyl)-3,4-dihydro-2H-benzo[b][1,4]oxazin-2-yl)methyl)-2-hydroxy-2-methylpropanamide FC1=C(C=C(C=C1)F)C1=CC2=C(O[C@H](CN2S(=O)(=O)C=2C=NC=C(C2)C(F)(F)F)CNC(C(C)(C)O)=O)C=C1